(2R,3R,4R,5S)-4-[[3-(3,4-difluorophenyl)-4,5-dimethyl-5-(trifluoromethyl)tetrahydrofuran-2-carbonyl]amino]pyridine-2-carboxamide FC=1C=C(C=CC1F)[C@@H]1[C@@H](O[C@@]([C@@H]1C)(C(F)(F)F)C)C(=O)NC1=CC(=NC=C1)C(=O)N